C(C(=C)C)(=O)C(C)O[Si](C)(C)CCC methacryloylpropyldimethylethoxysilane